C(CC)[C@@H]1CC(OC1)=O (R)-4-propyl-4,5-dihydrofuran-2(3H)-one